ClC=1C=CC(=C(C1)NC(COC(C(CC1CCC1)NC(C)=O)=O)=O)N1N=NN=C1 2-((5-chloro-2-(1H-tetrazol-1-yl)phenyl)amino)-2-oxoethyl(acetamido)-3-cyclobutylpropanoate